2-[5-bromo-2-(4-morpholin-4-ylphenylamino)-pyrimidin-4-ylamino]-thiophene-3-carboxylic acid hydroxyamide ONC(=O)C1=C(SC=C1)NC1=NC(=NC=C1Br)NC1=CC=C(C=C1)N1CCOCC1